(dibenzylamino)-1-methyl-2-thiaspiro[3.3]heptane 2,2-dioxide C(C1=CC=CC=C1)N(CC1=CC=CC=C1)C1(S(CC12CCC2)(=O)=O)C